C(C1=CC=CO1)NC=1N2C=CN=C2C=CC1 (Furfuryl)-1,7-diazabicyclo[4.3.0]nona-2,4,6,8-tetraen-2-ylamine